(S)-3-Fluoro-9-[2-(5-methylisoxazol-3-yl)-2-oxoethyl]-2-((R)-3-methylmorpholin-4-yl)-8-trifluoromethyl-6,7,8,9-tetrahydro-pyrimido[1,2-a]-pyrimidin-4-one FC1=C(N=C2N(C1=O)CC[C@H](N2CC(=O)C2=NOC(=C2)C)C(F)(F)F)N2[C@@H](COCC2)C